N-[6-(6-chlorooxazolo[5,4-b]pyridin-2-yl)spiro[3.3]heptan-2-yl]-2-cyclopropylsulfonyl-pyridine-4-carboxamide ClC=1C=C2C(=NC1)OC(=N2)C2CC1(CC(C1)NC(=O)C1=CC(=NC=C1)S(=O)(=O)C1CC1)C2